5,6-bis(diphenylamino)anthracene-1,2-dione C1(=CC=CC=C1)N(C1=C2C=C3C=CC(C(C3=CC2=CC=C1N(C1=CC=CC=C1)C1=CC=CC=C1)=O)=O)C1=CC=CC=C1